O1N=CC=C1C=1C=C2CN(CC2=CC1)C(=O)OC(C)(C)C tert-butyl 5-(isoxazol-5-yl)isoindoline-2-carboxylate